O1CCC(CC1)C=CC(C)S(=O)N ((tetrahydro-2H-pyran-4-yl)methylene)propane-2-sulfinamide